2-ethylhexyl-urethane (2-ethylhexyl carbamate) C(C)C(CNC(O)=O)CCCC.C(C)C(CNC(=O)OCC)CCCC